CC=1C=C(\C=N\NC2=C3N=CN(C3=NC(=N2)N2CCOCC2)C2=NC=CC=C2)C=CC1 (E)-4-(6-(2-(3-methylbenzylidene)hydrazinyl)-9-(pyridin-2-yl)-9H-purin-2-yl)morpholine